2,7-Dichloro-4-(1H-imidazol-1-yl)quinoline ClC1=NC2=CC(=CC=C2C(=C1)N1C=NC=C1)Cl